C(CC1=CC=CC=C1)C1=C(C(=C(C=C1)O)CCC1=CC=CC=C1)CCC1=CC=CC=C1 Triphenethylphenol